F[C@H]1[C@@H]2CC[C@H](C[C@H]1N(C=1N=CC(=NC1)C1=CC=C3C=CN=CC3=C1O)C)N2 7-(5-(((1S,2S,3R,5R)-2-fluoro-8-azabicyclo[3.2.1]octan-3-yl)(methyl)amino)pyrazin-2-yl)isoquinolin-8-ol